ClC=1N=C(C2=C(N1)C=CC=N2)NC2CCOCC2 2-chloro-N-(tetrahydro-2H-pyran-4-yl)pyrido[3,2-d]pyrimidin-4-amine